P(OCC)([O-])=S O-ethyl thiophosphonate